C(C)C=1C(=NC(=C(C(=O)O)C1)CC(=O)OCC)O ethyl-2-(2-ethoxy-2-oxoethyl)-6-hydroxynicotinic acid